acrylamide ammonium salt [NH4+].C(C=C)(=O)[NH-]